tert-butyl [(1R)-1-{3-[1,1-difluoro-2-(methylamino)-2-oxoethyl]-2-fluorophenyl}ethyl]-carbamate FC(C(=O)NC)(F)C=1C(=C(C=CC1)[C@@H](C)NC(OC(C)(C)C)=O)F